C(C)[C@H]1N(CCN(C1)C)C1=CC=C(N)C=C1 |r| Racemic-4-(2-ethyl-4-methylpiperazin-1-yl)aniline